tert-butyl (S)-2-(6-chloro-2-(2-(2-hydroxypropan-2-yl)isonicotinoyl)-1,2,3,4-tetrahydroisoquinol-8-yl)pyrrolidine-1-carboxylate ClC=1C=C2CCN(CC2=C(C1)[C@H]1N(CCC1)C(=O)OC(C)(C)C)C(C1=CC(=NC=C1)C(C)(C)O)=O